N-[(2-methoxy-pyridin-3-yl)-methyl]-acetamide COC1=NC=CC=C1CNC(C)=O